FC(C1=CC(=NC=C1C1=NC(=NC(=N1)N1C(COCC1)(C)C)N1C2COCC1COC2)N)F 4-(difluoromethyl)-5-[4-(3,3-dimethylmorpholin-4-yl)-6-(3,7-dioxa-9-azabicyclo[3.3.1]nonan-9-yl)-1,3,5-triazin-2-yl]pyridin-2-amine